[C@H]12CN(C[C@H](CC1)N2)C=2C1=C(N=C(N2)OCCC(F)(F)F)C(=C(N=C1)Cl)F 4-((1R,5S)-3,8-diazabicyclo[3.2.1]octan-3-yl)-7-chloro-8-fluoro-2-(3,3,3-trifluoropropoxy)pyrido[4,3-d]pyrimidine